2-[2-[2-[4-[4-amino-3-(4-phenoxyphenyl)pyrazolo[3,4-d]pyrimidin-1-yl]piperidin-1-yl]ethoxy]ethoxy]-N-[2-(2,6-dioxopiperidin-3-yl)-1,3-dioxoisoindol-5-yl]acetamide NC1=C2C(=NC=N1)N(N=C2C2=CC=C(C=C2)OC2=CC=CC=C2)C2CCN(CC2)CCOCCOCC(=O)NC=2C=C1C(N(C(C1=CC2)=O)C2C(NC(CC2)=O)=O)=O